C(#N)C=1C=CC(=C(OC(C(=O)OC)=CO)C1)C methyl 2-(5-cyano-2-methylphenoxy)-3-hydroxyacrylate